4-hydroxyphenyl-(2-ethyl-3-benzofuranyl)methanone OC1=CC=C(C=C1)C(=O)C1=C(OC2=C1C=CC=C2)CC